FC1(CN(CC[C@@H]1N1C(N(C=2C=NC=3C=C(C(=CC3C21)C=2C=NC(=CC2)OC)F)C)=O)C)F (S)-1-(3,3-difluoro-1-methylpiperidin-4-yl)-7-fluoro-8-(6-methoxypyridin-3-yl)-3-methyl-1,3-dihydro-2H-imidazo[4,5-c]quinolin-2-one